BrC1=CC=C(C=2C=CC3=C(C=CC=C3C12)Cl)Cl 4-bromo-1,8-dichloro-phenanthrene